CNC1=NC(=NC=C1C(F)(F)F)NC1=C2C=NN(C2=C(C=C1)C1CCOCC1)CC#N 2-(4-((4-(methylamino)-5-(trifluoromethyl)pyrimidin-2-yl)amino)-7-(tetrahydro-2H-pyran-4-yl)-1H-indazol-1-yl)acetonitrile